cis-1-Boc-3,4-diaminopiperidine C(=O)(OC(C)(C)C)N1C[C@H]([C@H](CC1)N)N